O=C1NC(CCC1N1CC2=CC=C(C=C2C1=O)S(=O)(=O)Cl)=O 2-(2,6-dioxo-3-piperidyl)-3-oxo-isoindoline-5-sulfonyl chloride